(3-(4-Methylbenzoyl)propionyl)-N-(4-(1-isopropyl-1H-pyrazol-4-yl)5-methylpyrimidin-2-yl)-1,2,3,4-tetrahydroisoquinolin-6-amine CC1=CC=C(C(=O)CCC(=O)C2NCCC3=CC(=CC=C23)NC2=NC=C(C(=N2)C=2C=NN(C2)C(C)C)C)C=C1